1-(2-((tert-butyldiphenylsilyl)oxy)ethyl)-4-(4-nitro-2-(trifluoromethyl)benzyl)piperazine [Si](C1=CC=CC=C1)(C1=CC=CC=C1)(C(C)(C)C)OCCN1CCN(CC1)CC1=C(C=C(C=C1)[N+](=O)[O-])C(F)(F)F